α-(2-chlorophenyl)-α-(4-chlorophenyl)-5-pyrimidinemethanol ClC1=C(C=CC=C1)C(O)(C=1C=NC=NC1)C1=CC=C(C=C1)Cl